BrC1=NC=C(C=C1)I 2-bromo-5-iodo-pyridine